eicosanyl 2-chlorovalerate ClC(C(=O)OCCCCCCCCCCCCCCCCCCCC)CCC